Methyl 2-((4-((3,4-dichlorophenyl) thio)-3-nitrophenyl) sulfonamido)-5-methylbenzoate ClC=1C=C(C=CC1Cl)SC1=C(C=C(C=C1)S(=O)(=O)NC1=C(C(=O)OC)C=C(C=C1)C)[N+](=O)[O-]